5-bromo-N'-(cyclopropanecarbonyl)-1-(3-fluoro-4-methylbenzyl)-9-methyl-2-oxo-2,3-dihydro-1H-benzo[b]azepine-4-carbohydrazide BrC=1C2=C(N(C(CC1C(=O)NNC(=O)C1CC1)=O)CC1=CC(=C(C=C1)C)F)C(=CC=C2)C